NC=1SC2=C(N1)C(=CC=C2F)C2=C(C=C1C(=NC=NC1=C2F)N2CC1CCC(C2)N1C(=O)N1N=CC(=C1)C#N)Cl 1-(3-(7-(2-amino-7-fluoro-benzo[d]thiazol-4-yl)-6-chloro-8-fluoroquinazolin-4-yl)-3,8-diazabicyclo[3.2.1]octane-8-carbonyl)-1H-pyrazole-4-carbonitrile